β-propylene glycol C(CO)CO